6-chloro-3,4-dihydroquinolin ClC=1C=C2CCC=NC2=CC1